1-(4-chloro-3-(3-methylimidazo[1,2-a]pyridin-2-yl)-phenyl)azetidine-3-carboxylic acid ClC1=C(C=C(C=C1)N1CC(C1)C(=O)O)C=1N=C2N(C=CC=C2)C1C